2,3,5,6-tetrakis(9H-pyrido[3,4-b]indol-9-yl)-[1,1':3',1''-terphenyl]-4-carbonitrile C1=NC=CC2=C1N(C1=CC=CC=C21)C2=C(C(=C(C(=C2N2C1=C(C3=CC=CC=C23)C=CN=C1)C#N)N1C2=C(C3=CC=CC=C13)C=CN=C2)N2C1=C(C3=CC=CC=C23)C=CN=C1)C1=CC(=CC=C1)C1=CC=CC=C1